cis-2-dodecene-1,12-dicarboxylic anhydride C1\C=C/CCCCCCCCCC(=O)OC1=O